3'-((2,2'-dichloro-[1,1'-biphenyl]-3,3'-diyl)bis(3-oxo-2,3-dihydro-4H-benzo[b][1,4]oxazine-7,4-diyl))dipropanal ClC1=C(C=CC=C1C=1C=CC2=C(OCC(N2CCC=O)=O)C1)C1=C(C(=CC=C1)C=1C=CC2=C(OCC(N2CCC=O)=O)C1)Cl